ClC=1C=C(C#N)C=CC1C=1C(=NN(C1NC1=C(C=C(C=C1[N+](=O)[O-])C)F)C)C 3-chloro-4-[5-[(2-fluoro-4-methyl-6-nitrophenyl)amino]-1,3-dimethyl-1H-pyrazole-4-yl]benzonitrile